1-bromo-2-(bromodifluoromethoxy)-3-chlorobenzene ethyl-3-(6-methylpyridin-2-yl)-3-oxopropionate C(C)OC(CC(=O)C1=NC(=CC=C1)C)=O.BrC1=C(C(=CC=C1)Cl)OC(F)(F)Br